diethyl 2,3-dicyanofumarate C(#N)/C(/C(=O)OCC)=C(\C(=O)OCC)/C#N